4-((6-(4-Ethyl-3-(hydroxymethyl)-5-oxo-4,5-dihydro-1H-1,2,4-triazol-1-yl)-8-((1,1,1-trifluoropropan-2-yl)oxy)isoquinolin-1-yl)oxy)-3,5-difluorobenzonitrile C(C)N1C(=NN(C1=O)C=1C=C2C=CN=C(C2=C(C1)OC(C(F)(F)F)C)OC1=C(C=C(C#N)C=C1F)F)CO